O1C(=CC=C1C=O)C=O furan-2,5-dicarbaldehyde